N=S(=O)(C)C[C@H]1CN(CC1)C1=NC=NC2=C(C=CC=C12)OC imino({[(3R)-1-(8-methoxyquinazolin-4-yl)pyrrolidin-3-yl]methyl})methyl-λ6-sulfanone